ClC=1C=C(C(=NC1)OC)S(=O)(=O)N1CCC2(C[C@@H](CO2)N2CC3(COC3)C2)CC1 (S)-8-((5-chloro-2-methoxypyridin-3-yl)sulfonyl)-3-(2-oxa-6-azaspiro[3.3]hept-6-yl)-1-oxa-8-azaspiro[4.5]decane